NC1=NNC2=CC=C(C=C12)C1=CC(=NC=C1)NC(=O)NCC1=NC=CC=C1 1-(4-(3-Amino-1H-indazol-5-yl)pyridin-2-yl)-3-(pyridin-2-ylmethyl)urea